C(C)(C)(C)OC(=O)N1C(CCCC1C)C(=O)O 1-(tert-butoxycarbonyl)-6-methylpiperidine-2-carboxylic acid